1,N1-dimethyl-N3-(5-(pyrido[2,3-b]pyrazin-7-yl)pyrrolo[2,1-f][1,2,4]triazin-2-yl)cyclobutane-1,3-diamine CC1(CC(C1)NC1=NN2C(C=N1)=C(C=C2)C2=CC=1C(=NC=CN1)N=C2)NC